(8-fluoro-6-(2-((1-methylpiperidin-4-yl)amino)-7H-pyrrolo[2,3-d]pyrimidin-5-yl)imidazo[1,2-a]pyridin-3-yl)methanol FC=1C=2N(C=C(C1)C1=CNC=3N=C(N=CC31)NC3CCN(CC3)C)C(=CN2)CO